S1C(=NC2=C1CCC2)COC2=CC=CC(=N2)C2=CC(=C(CC1=NC3=C(N1C[C@H]1OCC1)C=C(C=C3)C(=O)O)C=C2F)F (S)-2-(4-(6-((5,6-dihydro-4H-cyclopenta[d]thiazol-2-yl)methoxy)pyridin-2-yl)-2,5-difluorobenzyl)-1-(oxetan-2-ylmethyl)-1H-benzo[d]imidazole-6-carboxylic acid